BrC=1C=NC2=C(C=C(C=C2C1)F)F 3-bromo-6,8-difluoroquinoline